OC=1C2=C(N=CN1)SC(=N2)C2=CC(=C(C=C2)OC2=CC=C(C=C2)C(=O)OC)[N+](=O)[O-] 7-Hydroxy-2-[4-(4-methoxycarbonylphenoxy)-3-nitrophenyl]thiazolo[5,4-d]pyrimidine